C1(=CC=CC=C1)C(N1CCN(CC1)C1=C(C(N(C2=CC=CC=C12)C)=O)CO)C1=CC=CC=C1 4-[4-(Diphenylmethyl)piperazin-1-yl]-3-(hydroxymethyl)-1-methyl-1,2-dihydro-quinolin-2-one